C(C)(C)(C)OC(=O)N[C@H](CO)C (S)-2-(t-butoxycarbonylamino)-1-propanol